1-(Methylsulfonyl)-4-(p-tolyl)-1H-1,2,3-triazole CS(=O)(=O)N1N=NC(=C1)C1=CC=C(C=C1)C